(R)-1-cyclopropyl-3-(5-(5-(difluoromethyl)-1,2,4-oxadiazol-3-yl)-2,3-dihydro-1H-inden-1-yl)urea C1(CC1)NC(=O)N[C@@H]1CCC2=CC(=CC=C12)C1=NOC(=N1)C(F)F